Cl.ClC=1C(=CC(=C(C(=O)NC2=C(C(=CC=C2)[C@]2(NC(N(C(C2)=O)[C@H]2C[C@H](OCC2)C)=N)C)Cl)C1)F)F |o1:23,25| 5-Chloro-N-(2-chloro-3-{(4S)-2-imino-4-methyl-1-[(2R*,4R*)-2-methyltetrahydropyran-4-yl]-6-oxo-hexahydropyrimidin-4-yl}phenyl)-2,4-difluorobenzamide hydrochloride